N1-(3-(9H-carbazol-9-yl)phenyl)-N3-(9-([1,1'-biphenyl]-3-yl)-9H-carbazol-4-yl)-N1,N3-di([1,1'-biphenyl]-4-yl)-5-(9H-carbazol-9-yl)-2-chlorobenzene-1,3-diamine C1=CC=CC=2C3=CC=CC=C3N(C12)C=1C=C(C=CC1)N(C1=C(C(=CC(=C1)N1C2=CC=CC=C2C=2C=CC=CC12)N(C1=CC=C(C=C1)C1=CC=CC=C1)C1=CC=CC=2N(C3=CC=CC=C3C12)C=1C=C(C=CC1)C1=CC=CC=C1)Cl)C1=CC=C(C=C1)C1=CC=CC=C1